2-(4-bromo-2-hydroxy-phenyl)-8-chloro-chromene-4-one BrC1=CC(=C(C=C1)C=1OC2=C(C=CC=C2C(C1)=O)Cl)O